2-[(2E,4E)-5-[(1R,2R,6R)-3-amino-1,2,6-trimethylcyclohexyl]-3-methylpenta-2,4-dien-1-yl]-4-chloro-3-methoxy-6-[(1E)-(methoxyimino)methyl]-5-methylphenol NC1[C@@H]([C@@]([C@@H](CC1)C)(C)/C=C/C(=C/CC1=C(C(=C(C(=C1OC)Cl)C)/C=N/OC)O)/C)C